5-chloro-3-[6-(3,3,5,5-tetramethylpiperazin-1-yl)-2-pyridyl]pyrazolo[1,5-a]pyridine ClC1=CC=2N(C=C1)N=CC2C2=NC(=CC=C2)N2CC(NC(C2)(C)C)(C)C